C(CCCCCC)SC12CC3(CC(CC(C1)C3)C2)NCC(=O)N2[C@@H](CCC2)C#N (2S)-1-((3-(heptylthio)adamantan-1-yl)glycyl)pyrrolidine-2-carbonitrile